9-Octadecenoic acid anhydride C(CCCCCCCC=CCCCCCCCC)(=O)OC(CCCCCCCC=CCCCCCCCC)=O